Silver (I) Iodide [Ag]I